6-[8-(1,3-benzothiazol-2-ylcarbamoyl)-3,4-dihydroisoquinolin-2(1H)-yl]-3-{1-[3-(3-methyl-1,2,4-oxadiazol-5-yl)benzyl]-1H-pyrazol-4-yl}pyridine-2-carboxylic acid S1C(=NC2=C1C=CC=C2)NC(=O)C=2C=CC=C1CCN(CC21)C2=CC=C(C(=N2)C(=O)O)C=2C=NN(C2)CC2=CC(=CC=C2)C2=NC(=NO2)C